OC1(CC(C1)C(=O)N1CC2(C1)CC(C2)CC2=C(C=C(C=C2)C)C(F)(F)F)C ((1s,3s)-3-hydroxy-3-methylcyclobutyl)(6-(4-methyl-2-(trifluoromethyl)benzyl)-2-azaspiro[3.3]hept-2-yl)methanone